BrC1=C(C=CC=C1)C(C)=O 1-(2-bromophenyl)ethan-1-one